(3S,5S)-2-[(2S)-3-cyclopropyl-2-[(2S)-3-cyclopropyl-N-methyl-2-(2,2,2-trifluoroacetamido)propanamido]propanoyl]-9-methoxy-6-oxo-2,7-diazaspiro[4.4]nonane-3-carboxamide C1(CC1)C[C@@H](C(=O)N1C[C@]2(C[C@H]1C(=O)N)C(NCC2OC)=O)N(C([C@H](CC2CC2)NC(C(F)(F)F)=O)=O)C